C(C)N1CCC(CC1)C=1SC2=C(N1)C(=CC(=C2)C=2C=CC=1N(N2)C=C(N1)C)F 2-(1-ethyl-4-piperidinyl)-4-fluoro-6-(2-methylimidazo[1,2-b]pyridazin-6-yl)-1,3-benzothiazole